1-(3-(hexahydrocyclopenta[c]pyrrol-2(1H)-yl)propanoyl)-piperidin-4-one C1N(CC2C1CCC2)CCC(=O)N2CCC(CC2)=O